(S)-3-(3-methoxyphenyl)-1-(2-methyl-1H-imidazol-1-ylsulfonyl)piperidine COC=1C=C(C=CC1)[C@H]1CN(CCC1)S(=O)(=O)N1C(=NC=C1)C